[Si](C1=CC=CC=C1)(C1=CC=CC=C1)(C(C)(C)C)OC[C@@H](CN)C (R)-3-((tert-butyldiphenylsilyl)oxy)-2-methylpropan-1-amine